isopropyl (S)-6-diazo-2-((R)-2-hydroxy-2-(oxazol-5-yl)acetamido)-5-oxohexanoate [N+](=[N-])=CC(CC[C@@H](C(=O)OC(C)C)NC([C@@H](C1=CN=CO1)O)=O)=O